BrC1=CC(=C2C(=CC(=C3C4=C(C=C(C=5C(=CC(=C(C1=C23)C45)Br)C(=O)O)C(=O)O)Br)Br)C(O)=NCCCCCCCCCCC)C(O)=NCCCCCCCCCCC 1,6,7,12-tetrabromo-N,N'-bis(undecyl)perylene-3,4,9,10-tetracarboxylic acid diimine